(R)-2-((3'-(4-Cyano-2-fluorobenzyloxy)-3-fluorobiphenyl-4-yl)methyl)-1-((tetrahydrofuran-2-yl)methyl)-1H-benzo[d]imidazol C(#N)C1=CC(=C(COC=2C=C(C=CC2)C2=CC(=C(C=C2)CC2=NC3=C(N2C[C@@H]2OCCC2)C=CC=C3)F)C=C1)F